6-(bis(4H-benzo[d][1,3]dioxin-6-yl)methylene)-2-azaspiro[3.3]heptaneal O1COCC2=C1C=CC(=C2)C(=C2CC1(CNC1C=O)C2)C2=CC1=C(OCOC1)C=C2